propan-2-one-d6 C(C(C([2H])([2H])[2H])=O)([2H])([2H])[2H]